7-(1-cyclohexyl-1H-pyrazol-4-yl)-1,2-dimethyl-1H-indole-3-carboxylic acid C1(CCCCC1)N1N=CC(=C1)C=1C=CC=C2C(=C(N(C12)C)C)C(=O)O